O[C@@]1(CC[C@H]2[C@@]([C@H]3CC[C@]4([C@H]([C@@H]3CC2)CC[C@@H]4C(CN4N=C(N=N4)C)=O)C)(CC1)C)C 1-((1S,3aS,3bR,5aS,8R,10aS,10bS,12aS)-8-hydroxy-8,10a,12a-trimethyloctadecahydrocyclohepta[a]cyclopenta[f]naphthalen-1-yl)-2-(5-methyl-2H-tetrazol-2-yl)ethan-1-one